(R)-2-(4,4-difluoro-1-(piperidin-4-yl)pyrrolidin-2-yl)propan-2-ol hydrochloride Cl.FC1(C[C@@H](N(C1)C1CCNCC1)C(C)(C)O)F